(1R,2S,5S)-N-{(2S)-1-(1,3-benzothiazol-2-yl)-1-oxo-3-[(3S)-2-oxopyrrolidin-3-yl]propan-2-yl}-3-[N-(tert-butylsulfinyl)-L-valyl]-6,6-dimethyl-3-azabicyclo[3.1.0]hexane-2-carboxamide S1C(=NC2=C1C=CC=C2)C([C@H](C[C@H]2C(NCC2)=O)NC(=O)[C@@H]2[C@H]1C([C@H]1CN2C([C@@H](NS(=O)C(C)(C)C)C(C)C)=O)(C)C)=O